N-(2-(3-chloro-1-(2,2-difluorocyclobutyl)-1H-pyrazol-4-yl)pyrimidin-4-yl)-5-isopropyl-8-((2R,3S)-2-methyl-3-((methanesulfonyl)methyl)azetidin-1-yl)isoquinolin-3-amine ClC1=NN(C=C1C1=NC=CC(=N1)NC=1N=CC2=C(C=CC(=C2C1)C(C)C)N1[C@@H]([C@H](C1)CS(=O)(=O)C)C)C1C(CC1)(F)F